COC(C=1C(C(=O)OC)=C(C=CC1)NC=1C=C2C=NN(C2=CC1C1=CC(=NC=C1)C)C)=O 3-((1-Methyl-6-(2-methylpyridin-4-yl)-1H-indazol-5-yl)amino)phthalic acid dimethyl ester